2-[[2-(2,6-dioxo-3-piperidyl)-1-oxo-isoindolin-5-yl]amino]acetic acid O=C1NC(CCC1N1C(C2=CC=C(C=C2C1)NCC(=O)O)=O)=O